ClC1=C(N=C(NC1=O)C1=CC(=NC=C1)F)N1C[C@@H](O[C@@H](C1)C)C 5-chloro-4-[(2s,6r)-2,6-dimethylmorpholin-4-yl]-2-(2-fluoro-4-pyridinyl)-1H-pyrimidin-6-one